8-((1,1-difluoropropan-2-yl)oxy)-7-(1-(1-ethoxyethyl)-1H-pyrazol-4-yl)-N-((S)-1-fluoropropan-2-yl)-[1,2,4]triazolo[1,5-c]pyrimidin-2-amine FC(C(C)OC=1C=2N(C=NC1C=1C=NN(C1)C(C)OCC)N=C(N2)N[C@H](CF)C)F